C(C)[C@@]1(C[C@H](NC1=O)COC1=CC=NC2=CC(=C(C=C12)OC)C(=O)N)F 4-{[(2S,4S)-4-ethyl-4-fluoro-5-oxopyrrolidin-2-yl]methoxy}-6-methoxyquinoline-7-carboxamide